1,2,3-tri(dodecyloxy)-5-isocyanatobenzene C(CCCCCCCCCCC)OC1=C(C(=CC(=C1)N=C=O)OCCCCCCCCCCCC)OCCCCCCCCCCCC